ClC=1C=CC(=NC1)CNC1=NS(C2=C(N1)C(=CC=C2)C=2C(=NN(C2)C)C)(=O)=O 3-(((5-chloropyridin-2-yl)methyl)amino)-5-(1,3-dimethyl-1H-pyrazol-4-yl)-4H-benzo[e][1,2,4]thiadiazine 1,1-dioxide